E-6-bromo-1-(2,6-dimethoxyphenyl)-2-(6-ethoxypyridin-2-yl)-5-ethyl-1H-imidazo[4,5-b]pyrazine BrC1=C(N=C2C(=N1)N(C(=N2)C2=NC(=CC=C2)OCC)C2=C(C=CC=C2OC)OC)CC